(dibenzylamino)piperidine-1-carboxylic acid tert-butyl ester C(C)(C)(C)OC(=O)N1C(CCCC1)N(CC1=CC=CC=C1)CC1=CC=CC=C1